FC=1C=C(C=CC1)N1N=C(C=C(C1=O)C(=O)NC[C@@H](CO)C)C1=CC=C(C=C1)C(F)(F)F (-)-2-(3-fluorophenyl)-N-[(2S)-3-hydroxy-2-methylpropyl]-3-oxo-6-[4-(trifluoromethyl)phenyl]-2,3-dihydropyridazine-4-carboxamide